C(C)OC(=O)C=1N=C(OC1)N1CCN(CC1)C(=O)OC(C)(C)C tert-butyl 4-[4-(ethoxycarbonyl)-1,3-oxazol-2-yl]piperazine-1-carboxylate